S(C)(=O)(=O)O.S(C)(=O)(=O)O.[N+](=O)([O-])C1=CC=C(C=C1)CCCNCCNS(=O)(=O)C=1C=2C=CN=CC2C=C(C1)C1=CC=CC=C1 7-phenyl-isoquinoline-5-sulfonic acid {2-[3-(4-nitro-phenyl)-propylamino]-ethyl}-amide dimesylate